ClC(C(=O)N)=C α-chloroacrylamide